CN1C=NC2=C1C=C(C(=C2)C(=O)OC)[N+](=O)[O-] methyl 1-methyl-6-nitro-1H-benzo[d]imidazole-5-carboxylate